7-bromo-2-methyl-hept-2-ene BrCCCCC=C(C)C